N1(N=NN=C1)[C@H]1CN(CC1)C(=O)N1CC2(C1)CC(C2)OC2=NC(=CN=C2)C(F)(F)F [(3R)-3-(Tetrazol-1-yl)pyrrolidin-1-yl]-[6-[6-(trifluoromethyl)pyrazin-2-yl]oxy-2-azaspiro[3.3]heptan-2-yl]methanone